8-((4-chlorophenyl)sulfonyl)-3-hydroxyquinazoline-2,4(1H,3H)-dione ClC1=CC=C(C=C1)S(=O)(=O)C=1C=CC=C2C(N(C(NC12)=O)O)=O